C[C@H](C(=O)O)O 1-Lactic acid